FC1=CC=C(OCC=2N=C3N(C=C(C=N3)C=3C=NC=C(C3)OC)C2)C=C1 2-[(4-fluorophenoxy)methyl]-6-(5-methoxy-3-pyridinyl)imidazo[1,2-a]pyrimidine